CC1=C(C2=C(N=CN=C2NC2(CC2)C)O1)C(=O)NCC=1N=CN(C1)C 6-methyl-N-[(1-methyl-1H-imidazol-4-yl)methyl]-4-[(1-methylcyclopropyl)amino]furo[2,3-d]pyrimidine-5-carboxamide